NC1=C(C=2C(=NC(=C(N2)C#CCN2CCOCC2)C#CCN2CCOCC2)N1C1=C(C(=CC=C1C)OC)C)C(=O)N 6-amino-5-(3-methoxy-2,6-dimethyl-phenyl)-2,3-bis(3-morpholinoprop-1-ynyl)pyrrolo[2,3-b]Pyrazine-7-carboxamide